(1-(4-methoxybenzoyl)piperidin-3-yl)methanone COC1=CC=C(C(=O)N2CC(CCC2)C=O)C=C1